C(C)OC(C(C)(N1N=CC=N1)C)=O 2-methyl-2-(2H-1,2,3-triazol-2-yl)propionic acid ethyl ester